BrC=1C=NC2=C(C=C(C=C2C1)OC(C(=O)NC(C)(C)C1=NC=CC(=C1)Cl)CC)Cl (+)-2-((3-bromo-8-chloroquinolin-6-yl)oxy)-N-(2-(4-chloro-pyridin-2-yl)propan-2-yl)butanamide